1-Oxo-1-[(propan-2-yl)amino]propan-2-yl (2S)-2-amino-3-(3-{3-(4-fluorophenyl)-3-[(2H5)phenyloxy]azetidin-1-sulfonyl}phenyl)propanoate monohydrochloride Cl.N[C@H](C(=O)OC(C(NC(C)C)=O)C)CC1=CC(=CC=C1)S(=O)(=O)N1CC(C1)(OC1=C(C(=C(C(=C1[2H])[2H])[2H])[2H])[2H])C1=CC=C(C=C1)F